CC1=C(C2=C(NC=N2)C=C1C)C1CCC=2C(=NC=NC2C1)N1CCN(CC1)C(C=C)=O 1-(4-(7-(5,6-dimethyl-1H-benzo[d]imidazol-4-yl)-5,6,7,8-tetrahydroquinazolin-4-yl)piperazin-1-yl)prop-2-en-1-one